(R)-borolane B1CCCC1